N-(5-(((2r,5's)-5-((2r,6r)-2,6-dimethylmorpholino)-5'-methyl-3H-spiro[furo[2,3-c]pyridin-2,3'-pyrrolidin]-1'-yl)methyl)-4-fluorothiazol-2-yl)acetamide C[C@H]1O[C@@H](CN(C1)C=1C=C2C(=CN1)O[C@]1(CN([C@H](C1)C)CC1=C(N=C(S1)NC(C)=O)F)C2)C